OC1=CC=CC=2C(C3=CC=CC(=C3C(C12)=O)O)C1C2=CC=CC(=C2C(C=2C(=CC=CC12)O)=O)O 4,4',5,5'-tetrahydroxy-10,10'-dioxo-9,9',10,10'-tetrahydro-[9,9'-bianthracene]